C(C)C(C(=O)[O-])(O)C(O)C(=O)[O-].[Na+].[K+] potassium sodium ethyltartrate